6-Methylguanine COC1=NC(=NC2=C1NC=N2)N